6-(2,4-difluorophenyl)-4-(4-methylpyridin-3-yl)isoindolin-1-one FC1=C(C=CC(=C1)F)C1=CC(=C2CNC(C2=C1)=O)C=1C=NC=CC1C